2-amino-N'-(6-fluoroquinoxalin-5-yl)-N',3-dimethyl-N-((5-(trifluoromethyl)pyridin-2-yl)methyl)quinoline-6-carbohydrazide NC1=NC2=CC=C(C=C2C=C1C)C(=O)N(N(C)C1=C2N=CC=NC2=CC=C1F)CC1=NC=C(C=C1)C(F)(F)F